5-(trans-2-aminocyclopropyl)-N-(4,4-difluorocyclohexyl)-6-methylnicotinamide N[C@H]1[C@@H](C1)C=1C(=NC=C(C(=O)NC2CCC(CC2)(F)F)C1)C